NC=1C(=NC2=CC3=C(C=C2C1)CN(C3=O)CC3=CC=CC=C3)C(=O)OCC ethyl 3-amino-7-benzyl-8-oxo-7,8-dihydro-6H-pyrrolo[3,4-g]quinoline-2-carboxylate